C(C)(=O)N[C@H]1[C@H](OC(C)=O)O[C@@H]([C@@H]([C@@H]1OC(C)=O)OC(C)=O)COC(C)=O 2-acetamido-1,3,4,6-tetra-O-acetyl-2-deoxy-beta-D-galactopyranose